O=C(C=CC=CCCCC=CC(=O)N)C 11-oxo-2,7,9-dodecatrienamide